N1(C=NC=C1)CC1=CC(=C2CCN(C(C2=C1)=O)C1=CN=CC2=CC=C(C=C12)C)C=1C(=NN(C1)C)C(F)(F)F 7-((1H-Imidazol-1-yl)methyl)-6'-methyl-5-(1-methyl-3-(trifluoromethyl)-1H-pyrazol-4-yl)-3,4-dihydro-1H-[2,4'-biisoquinolin]-1-one